COC1=C(C=CC(=C1)C(NC)=O)NCC#CC=1N(C2=CC=CC(=C2C1)NC1CCN(CC1)C(CCC(=O)OC)=O)CC(F)(F)F Methyl 4-(4-((2-(3-((2-methoxy-4-(methylcarbamoyl)phenyl)amino)prop-1-yn-1-yl)-1-(2,2,2-trifluoroethyl)-1H-indol-4-yl)amino)piperidin-1-yl)-4-oxobutanoate